benzo[b][1,2,4]triazolo[4,3-d][1,4]oxazine C1N=NC=2N1C1=C(OC2)C=CC=C1